C(C)(C)(C)OC(=O)OC1=C(C(=O)OC(C)(C)C)C(=CC=C1C(CB1O[C@@]2(C(O1)C[C@@H]1C([C@H]2C1)(C)C)C)C)COC1CC1 Tert-butyl 2-((tert-butoxycarbonyl)oxy)-6-(cyclopropyloxymethyl)-3-(1-((3aS,4R,6R)-3a,5,5-trimethylhexahydro-4,6-methanobenzo[d][1,3,2]dioxaborolan-2-yl)propan-2-yl)benzoate